FC(C1(C(/C(/N(C1)C(=O)OC(C)(C)C)=C/N(C)C)=O)C)F tert-butyl (Z)-4-(difluoromethyl)-2-((dimethylamino)methylene)-4-methyl-3-oxopyrrolidine-1-carboxylate